octane-1,2-diol C(C(CCCCCC)O)O